(4aR,6aR,9S,11aS)-11-Oxo-2,3,4,4a,6a,7,8,9,11,11a-decahydro-1H-pyrido[3,2-e]pyrrolo[1,2-a]azepine-9-carboxylic acid O=C1[C@@H]2[C@@H](C=C[C@@H]3N1[C@@H](CC3)C(=O)O)CCCN2